4-[(2-carboxymethylphenoxy)methyl]benzoic acid C(=O)(O)CC1=C(OCC2=CC=C(C(=O)O)C=C2)C=CC=C1